COC1CCC(CC1)C1=C(C(=NN1)C(=O)OCC)NS(=O)(=O)C1=CC=C(C=C1)C ethyl 5-((1s,4s)-4-methoxycyclohexyl)-4-((4-methylphenyl) sulfonamido)-1H-pyrazole-3-carboxylate